tert-butyl (1R,5S)-3-(7-bromo-6-chloro-8-fluoro-2-(((2R,7aS)-2-fluorotetrahydro-1H-pyrrolizin-7a(5H)-yl-5,5-d2)methoxy-d2)quinazolin-4-yl)-3,8-diazabicyclo[3.2.1]octane-8-carboxylate BrC1=C(C=C2C(=NC(=NC2=C1F)OC([2H])([2H])[C@]12CCC(N2C[C@@H](C1)F)([2H])[2H])N1C[C@H]2CC[C@@H](C1)N2C(=O)OC(C)(C)C)Cl